hexadecyl maleate sodium salt [Na+].C(\C=C/C(=O)[O-])(=O)OCCCCCCCCCCCCCCCC